The molecule is a synthetic 25-membered heterodetic cyclic peptide consisting of a 14-membered linear component attached to an 11-membered cyclic portion. A CK2 inhibitor with potential antineoplastic activity. It has a role as an apoptosis inducer, an antineoplastic agent, an EC 2.7.11.1 (non-specific serine/threonine protein kinase) inhibitor and an angiogenesis modulating agent. It is a heterodetic cyclic peptide and a polypeptide. C[C@H]([C@H]1C(=O)N[C@@H](CSSC[C@@H](C(=O)N[C@H](C(=O)N[C@H](C(=O)N[C@H](C(=O)N2CCC[C@H]2C(=O)N[C@H](C(=O)N[C@H](C(=O)N[C@H](C(=O)NCC(=O)N1)CC(C)C)CC3=CNC=N3)CCCNC(=N)N)CO)CCSC)CC4=CNC5=CC=CC=C54)NC(=O)CCNC(=O)[C@H](CCC(=O)N)NC(=O)[C@@H]6CCCN6C(=O)[C@@H]7CCCN7C(=O)[C@H](CCCNC(=N)N)NC(=O)[C@H](CCCNC(=N)N)NC(=O)[C@H](CCCNC(=N)N)NC(=O)[C@H](CCC(=O)N)NC(=O)[C@H](CCCNC(=N)N)NC(=O)[C@H](CCCNC(=N)N)NC(=O)[C@H](CCCCN)NC(=O)[C@H](CCCCN)NC(=O)[C@H](CCCNC(=N)N)NC(=O)CN)C(=O)O)O